[Si](C)(C)(C(C)(C)C)OCCN(S(=O)(=O)C1(CC1)COC=1N=CC=C2C=C(C(N(C12)C)=O)C(=O)NCC1=CC=C(C=C1)C#N)CC1=CC=C(C=C1)OC 8-[[1-[2-[tert-butyl(dimethyl)silyl]oxyethyl-[(4-methoxyphenyl)methyl]sulfamoyl]cyclopropyl]methoxy]-N-[(4-cyanophenyl)methyl]-1-methyl-2-oxo-1,7-naphthyridine-3-carboxamide